benzo[5,6]anthracene C1=CC=CC=2C=CC=3C=C4C=CC=CC4=CC3C21